N1=C2C(=NC=C1)C=NC=C2 pyrido[3,4-b]pyrazin